ClC1=CC=C(C=C1)C1=CC(=NC(=N1)C=1C=NC=CC1)NCCC1N(CCC1)C 6-(4-chlorophenyl)-N-(2-(1-methylpyrrolidin-2-yl)ethyl)-2-(pyridin-3-yl)pyrimidin-4-amine